CN(NCC1=C(C=CC=C1)C(=O)O)C(=S)N 2-methyl-1-(2-carboxybenzyl)thiosemicarbazide